ClCCC(=O)N[C@@H]1[C@@H](CCC1)NC(OC(C)(C)C)=O tert-butyl ((1R,2S)-2-(3-chloropropanamido)cyclopentyl)carbamate